7-(2-methyl-4-(4-methylpiperazin-1-yl)anilino)-3,4-dihydropyrimido[4,5-d]pyrimidin-2(1H)-one CC1=C(NC2=NC=C3C(=N2)NC(NC3)=O)C=CC(=C1)N1CCN(CC1)C